4-((3,4-difluorophenyl)amino)-1H-1,2,3-triazole-5-carboxylic acid FC=1C=C(C=CC1F)NC=1N=NNC1C(=O)O